hexabromodiphenyl-(hexabromobenzene) BrC1C(C(C(C=C1)(C1(C(C(=C(C(=C1Br)Br)Br)Br)(Br)C1=CC=CC=C1)Br)Br)(Br)Br)(Br)Br